FC=1C=C2C(=NNC2=CC1OCCOC)C1=CC(=NO1)C1=CC=C(C(=O)N2[C@@H](COCC2)CO)C=C1 [(3R)-4-(4-{5-[5-fluoro-6-(2-methoxyethoxy)-1H-indazol-3-yl]-1,2-oxazol-3-yl}benzoyl)morpholin-3-yl]methanol